4-((4-(4-(bromomethyl)-2,6-dimethylphenoxy)pyrimidin-2-yl)amino)benzonitrile BrCC1=CC(=C(OC2=NC(=NC=C2)NC2=CC=C(C#N)C=C2)C(=C1)C)C